OCCC1(CCN(CC1)C1=CC=C(C=C1)I)O 4-(2-hydroxyethyl)-1-(4-iodophenyl)piperidin-4-ol